N1N=NC2=C1C=CC=C2C=O benzotriazole-aldehyde